2-(4'-((5-aminopyridin-2-yl)oxy)-[1,1'-biphenyl]-3-yl)acetamide NC=1C=CC(=NC1)OC1=CC=C(C=C1)C1=CC(=CC=C1)CC(=O)N